4-(6-methoxy-7-(3-(4-methylpiperazin-1-yl)propoxy)quinazolin-4-yl)-N-(4-(trifluoromethyl)benzyl)benzamide COC=1C=C2C(=NC=NC2=CC1OCCCN1CCN(CC1)C)C1=CC=C(C(=O)NCC2=CC=C(C=C2)C(F)(F)F)C=C1